[K+].P(=O)([O-])([O-])O.C[NH2+]C dimethyl-ammonium phosphate potassium